CC1=C(C=CC(=C1)C1=CC=C(C=C1)C1=CC=C(C=C1)C(=O)O)C1=CC=C(C=C1)C(=O)O 2'-methyl-[1,1':4',1'':4'',1'''-quaterphenyl]-4,4'''-dicarboxylic acid